3-(N-(tert-butoxycarbonyl)ethylsulfonamido)pyrrolidine-1-carboxylate C(C)(C)(C)OC(=O)N(S(=O)(=O)CC)C1CN(CC1)C(=O)[O-]